C(#N)N1C(CCC1)C(=O)N(C)C=1SC=C(N1)C1=NC(=C(C=C1)OCC)C#N 1-cyano-N-(4-(6-cyano-5-ethoxypyridin-2-yl)thiazol-2-yl)-N-methylpyrrolidine-2-carboxamide